6-methyl-3-((p-tolylsulfinyl)methyl)-1H-indole-1-carboxylic acid tert-butyl ester C(C)(C)(C)OC(=O)N1C=C(C2=CC=C(C=C12)C)CS(=O)C1=CC=C(C=C1)C